4-propoxypiperidin C(CC)OC1CCNCC1